O=C1NC(CCC1C=1C(=C2C(NC(C2=CC1)=O)=O)N1CC(C=CC=C1)=O)=O (2,6-dioxopiperidin-3-yl)-4-(3-oxoazepin-1-yl)isoindole-1,3-dione